C(C)(C)(C)OC(=O)N1C(CCCC1)C1=NC(=CC=C1)OCC=1C(=NC(=CC1)C)OC(F)F (6-((2-(difluoromethoxy)-6-methylpyridin-3-yl)methoxy)pyridin-2-yl)piperidine-1-carboxylic acid tert-butyl ester